5-methyl-1,3,4-thiadiazol-2-carbaldehyde CC1=NN=C(S1)C=O